ClC1=NC(=C(N=C1Cl)F)F 2,3-dichloro-5,6-difluoro-1,4-diazine